ClC1=CC(=C(C=C1)C(NC(=O)[C@@H]1CNC(C1)=O)C1=CC=C(C=C1)Cl)OC (3S)-N-((4-chloro-2-methoxyphenyl)(4-chlorophenyl)methyl)-5-oxopyrrolidine-3-carboxamide